FC([C@H]1[C@H](NC(C1)=O)COC1=CSC=2C1=NC(=C(C2)C(=O)N)OC)F 3-(((2s,3r)-3-(difluoromethyl)-5-oxopyrrolidin-2-yl)methoxy)-5-methoxythieno[3,2-b]pyridine-6-carboxamide